[N+](=O)([O-])C1=CC=C(C=C1)S(=O)(=O)NC=1C=C2CCC(NC2=CC1)=O 4-Nitro-N-(2-oxo-1,2,3,4-tetrahydroquinolin-6-yl)benzenesulfonamide